ClC1=CC=C(C=C1)[C@H]1[C@@H](CN(C1)C)NC(C(COC1=NC=C(C=C1C)C)(C)C)=O trans-N-(4-(4-chlorophenyl)-1-methylpyrrolidin-3-yl)-3-((3,5-dimethylpyridin-2-yl)oxy)-2,2-dimethylpropionamide